O1C(CCCC1)N1N=CC(=C1)C1=NC2=CC=C(C=C2N=C1)N 1-(tetrahydro-2H-pyran-2-yl)-1H-pyrazol-4-ylquinoxalin-6-amine